CC(CC)(CCCC(C)C)O 3,7-Dimethyl-3-octanol